C(C)OC(=O)C1=NC(=C(N=C1N)OCC)Cl.NCC1=CC=CC2=CC=CC=C12 1-(aminomethyl)naphthalene ethyl-3-amino-6-chloro-5-ethoxy-pyrazine-2-carboxylate